cis-tert-butyl N-[(3R,4S)-1-[2-ethyl-7-({8-fluoro-2-methylimidazo[1,2-a]pyridin-6-yl}carbamoyl) indazol-4-yl]-4-fluoropyrrolidin-3-yl]-N-methylcarbamate C(C)N1N=C2C(=CC=C(C2=C1)N1C[C@H]([C@H](C1)F)N(C(OC(C)(C)C)=O)C)C(NC=1C=C(C=2N(C1)C=C(N2)C)F)=O